C=CC1=C(C=CC=C1)N=C=NC1=C(C=CC=C1)C methylenebis(methylphenyl)carbodiimide